(R)-N-(1-cyanopyrrolidin-3-yl)-4-phenylpicolinamide C(#N)N1C[C@@H](CC1)NC(C1=NC=CC(=C1)C1=CC=CC=C1)=O